C=12C(=CC=CC1)S2(=O)=O (phenylene) sulfone